4-((tert-butoxycarbonyl)amino)-1-(7H-pyrrolo[2,3-d]pyrimidin-4-yl)piperidine-4-carboxylic acid C(C)(C)(C)OC(=O)NC1(CCN(CC1)C=1C2=C(N=CN1)NC=C2)C(=O)O